C1(C=CC=CC1)=N cyclohexadienimine